4-(4-Bromobenzyloxy)-9H-carbazole BrC1=CC=C(COC2=CC=CC=3NC4=CC=CC=C4C23)C=C1